5-(2-isopropyl-2-adamantyloxycarbonylmethyloxycarbonyl)-bicyclo[2.2.1]hept-2-ene C(C)(C)C1(C2CC3CC(CC1C3)C2)OC(=O)COC(=O)C2C3C=CC(C2)C3